5-({3-oxo-1-[6-(piperidin-4-yloxy)pyridin-2-yl]-2-(prop-2-en-1-yl)-1H,2H,3H-pyrazolo[3,4-d]pyrimidin-6-yl}amino)pyridine-3-carbonitrile O=C1N(N(C2=NC(=NC=C21)NC=2C=C(C=NC2)C#N)C2=NC(=CC=C2)OC2CCNCC2)CC=C